C(OCC)(OC1=C(SC(=C1Br)Br)Br)=O ethyl (2,4,5-tribromothiophen-3-yl) carbonate